N[C@@H]([C@@H](O)C1CC1)C (1s,2r)-2-amino-1-cyclopropylpropan-1-ol